8'-chloro-1'-(trans-4-methoxy-4-methylcyclohexyl)-4'H,6'H-spiro[1,3-dioxane-2,5'-[1,2,4]triazolo[4,3-a][1]benzazepine] ClC=1C=CC2=C(CC3(CC=4N2C(=NN4)C4CCC(CC4)(C)OC)OCCCO3)C1